((6-((5S,6R)-5-(hydroxymethyl)-5,6-dimethyl-2-((3-methyl-4-(4-methylpiperazin-1-yl)phenyl)amino)-5,6-dihydro-7H-pyrrolo[2,3-d]pyrimidin-7-yl)pyridin-2-yl)imino)dimethyl-λ6-sulfanone OC[C@@]1([C@H](N(C=2N=C(N=CC21)NC2=CC(=C(C=C2)N2CCN(CC2)C)C)C2=CC=CC(=N2)N=S(=O)(C)C)C)C